NC(C=1N=C2N(N=C(C=C2)CC2C(NC[C@@H](C2)C(F)(F)F)=O)C1)C1CCC2(CC2)CC1 (5R)-3-((2-(amino(spiro[2.5]octan-6-yl)methyl)imidazo[1,2-b]pyridazin-6-yl)methyl)-5-(trifluoromethyl)piperidin-2-one